ClC1=C2C(=CN=C1)N(N=C2NC(=O)C2=COC=C2)CC2=CC=C(C=C2)C(F)(F)F N-(4-chloro-1-(4-(trifluoromethyl)benzyl)-1H-pyrazolo[3,4-c]pyridin-3-yl)furan-3-carboxamide